1-(heptadecan-9-yl) 9-(2-(1-(2-((2-(4-(2-((9-(nonyloxy)-9-oxononanoyl)oxy)ethyl)piperidin-1-yl)ethyl)disulfaneyl)ethyl)piperidin-4-yl)ethyl) nonanedioate C(CCCCCCCC(=O)OCCC1CCN(CC1)CCSSCCN1CCC(CC1)CCOC(CCCCCCCC(=O)OCCCCCCCCC)=O)(=O)OC(CCCCCCCC)CCCCCCCC